FCCCN1C[C@H](CC1)NC=1C=NC(=CC1)[C@H]1N([C@@H](CC2=C1NC1=CC=C(C=C21)C#C[Si](C)(C)C)C)CC(F)(F)F N-((S)-1-(3-fluoropropyl)pyrrolidin-3-yl)-6-((1S,3R)-3-methyl-2-(2,2,2-trifluoroethyl)-6-((trimethylsilyl)ethynyl)-2,3,4,9-tetrahydro-1H-pyrido[3,4-b]indol-1-yl)pyridin-3-amine